C(C)C1=C(C=C(C=C1)C)C 1-ethyl-2,4-xylene